2,4,6-trimethylbenzoyl-bis(p-tolyl)phosphine oxide CC1=C(C(=O)P(C2=CC=C(C=C2)C)(C2=CC=C(C=C2)C)=O)C(=CC(=C1)C)C